(S)-2-[6-chloro-2-(1-(difluoromethyl)-1H-pyrazole-4-carbonyl)-1,2,3,4-tetrahydroisoquinoline-8-yl]pyrrolidine-1-carboxylate ClC=1C=C2CCN(CC2=C(C1)[C@H]1N(CCC1)C(=O)[O-])C(=O)C=1C=NN(C1)C(F)F